CC1(CC1)C1=NC(=NO1)C1=CC2=C([C@@H](CO2)NC(C)=O)C=C1 (S)-N-(6-(5-(1-methylcyclopropyl)-1,2,4-oxadiazol-3-yl)-2,3-dihydrobenzofuran-3-yl)acetamide